1-[5-[3-cyano-6-[1-(4-piperidyl)pyrazol-4-yl]pyrazolo[1,5-a]pyridin-4-yl]-2-pyridyl]-4-ethyl-N-isopropyl-piperidine-4-carboxamide hydrochloride salt Cl.C(#N)C=1C=NN2C1C(=CC(=C2)C=2C=NN(C2)C2CCNCC2)C=2C=CC(=NC2)N2CCC(CC2)(C(=O)NC(C)C)CC